(S)-2-(4-(1-(pyrrolidin-3-yl)-1H-1,2,3-triazol-4-yl)phenyl)-1H-benzo[d]imidazole-4-carboxamide N1C[C@H](CC1)N1N=NC(=C1)C1=CC=C(C=C1)C1=NC2=C(N1)C=CC=C2C(=O)N